2-acetyl-3,5-dihydroxy-4-methyl-6-{[5,7-dimethoxy-2,2-dimethyl-8-(1-oxo-3-phenylprop-2-enyl)-2H-chromen-6-yl]methyl}phenolate C(C)(=O)C1=C(C(=C(C(=C1O)C)O)CC=1C(=C2C=CC(OC2=C(C1OC)C(C=CC1=CC=CC=C1)=O)(C)C)OC)[O-]